3-(6-(4-methylpiperazin-1-yl)pyridin-3-yl)-7,8-dihydro-1,6-naphthyridin CN1CCN(CC1)C1=CC=C(C=N1)C=1C=NC=2CCN=CC2C1